7-(2-(cycloheptylamino)-2-oxoethoxy)naphthalen C1(CCCCCC1)NC(COC1=CC=C2C=CC=CC2=C1)=O